1-((1H-indol-5-yl)sulfonyl)-N-(o-tolyl)piperidine-4-carboxamide N1C=CC2=CC(=CC=C12)S(=O)(=O)N1CCC(CC1)C(=O)NC1=C(C=CC=C1)C